C1(CCCC1)N1CCC2=C(CC1)C=CC(=C2)C=2C=C1C(=NC2)NN=C1C1=CC(=C(C=C1)C(C)(C)O)C(F)(F)F 2-{4-[5-(3-Cyclopentyl-2,3,4,5-tetrahydro-1H-3-benzazepin-7-yl)-1H-pyrazolo[3,4-b]pyridin-3-yl]-2-(trifluoromethyl)phenyl}propan-2-ol